CN1CCC(CC1)NC(=O)C=1C=2C=NN(C2C=C(C1)C#CCNC=1C(OC)=CC=C(C1)S(=O)(=O)C)CC(F)(F)F N-(1-methyl-4-piperidyl)-6-[3-(4-mesyl-2-anisidino)-1-propynyl]-1-(2,2,2-trifluoroethyl)-1H-indazole-4-carboxamide